BrC1=CC=C2C(=N1)C(=CN2)NC2=NC1=C(N2)C=CC(=C1)C(=O)OC methyl 2-[(5-bromo-1H-pyrrolo[3,2-b]pyridin-3-yl)amino]-1H-benzo[d]imidazole-5-carboxylate